ClC1=CC=C(CN2C[C@H](CCC2)C2=CC=NC=3N2N=C(C3)C)C=C1 7-((S)-1-(4-Chlorobenzyl)piperidin-3-yl)-2-methylpyrazolo[1,5-a]pyrimidin